1-((1-((2-(3,5-dichloro-phenyl)-6-((2-(4-(3-hydroxybutyl)piperazin-1-yl)pyrimidin-5-yl)oxy)pyridin-4-yl)methyl)piperidin-4-yl)methyl)-3-methylurea ClC=1C=C(C=C(C1)Cl)C1=NC(=CC(=C1)CN1CCC(CC1)CNC(=O)NC)OC=1C=NC(=NC1)N1CCN(CC1)CCC(C)O